(S)-2-((3-butyl-3-ethyl-5-(4-hydroxyphenyl)-7-(methylsulfanyl)-1,1-dioxido-2,3,4,5-tetrahydro-1,5-benzothiazepin-8-yl)oxy)acetic acid C(CCC)[C@@]1(CS(C2=C(N(C1)C1=CC=C(C=C1)O)C=C(C(=C2)OCC(=O)O)SC)(=O)=O)CC